[Zn].S1(=O)(=O)NC(=O)C2=CC=CC=C12 saccharin zinc salt